C(C)C=1C(NC=2C=C(C=NC2C1)CN1[C@@H](CN(CC1)C=1C=CC(=NC1)C(=O)NC([2H])([2H])[2H])C)=O (R)-5-(4-((7-Ethyl-6-oxo-5H-1,5-naphthyridin-3-yl)methyl)-3-methylpiperazin-1-yl)-N-(methyl-d3)pyridine-2-carboxamide